C(C=C)OC([C@H]([C@H]([C@@H]([C@H](C=O)O)O)O)O)=O D-glucuronic acid allyl ester